tert-butyl (2S)-2-((((2S,5R)-6-((tertbutyldimethylsilyl)oxy)-3-methyl-7-oxo-1,6-diazabicyclo[3.2.1]oct-3-ene-2-carboxamido)oxy)methyl)-4,4-difluoropyrrolidine-1-carboxylate C(C)(C)(C)[Si](ON1[C@@H]2C=C([C@H](N(C1=O)C2)C(=O)NOC[C@H]2N(CC(C2)(F)F)C(=O)OC(C)(C)C)C)(C)C